[N+](=O)([O-])C1=CC=C(C=C1)S(=O)(=O)S(=O)=N (4-nitrobenzenesulfonyl)sulfoximine